1,2,3-tris(mercaptoethylthio)propane tert-butyl-3-ethyl-3-methyl-6-((7-((4-(methylsulfonyl)phenyl)amino)-2,6-naphthyridin-1-yl)ethynyl)-2-oxoindoline-1-carboxylate C(C)(C)(C)OC(=O)N1C(C(C2=CC=C(C=C12)C#CC1=NC=CC2=CN=C(C=C12)NC1=CC=C(C=C1)S(=O)(=O)C)(C)CC)=O.SCCSCC(CSCCS)SCCS